C(C)S(=O)(=O)C=1C=C2C(=NC1C(=O)OC(C)(C)C)N(C(N2C)=O)C tert-butyl 6-ethylsulfonyl-1,3-dimethyl-2-oxo-imidazo[4,5-b]pyridine-5-carboxylate